(5-(3-aminoprop-1-yn-1-yl)furan-2-yl)(piperazin-1-yl)methanone NCC#CC1=CC=C(O1)C(=O)N1CCNCC1